C(C)(C)(C)OC(=O)NCCOCCOCCOCCOCCOCCOCCOC1=CC=C(C(=O)O)C=C1 4-[2-[2-[2-[2-[2-[2-[2-(tert-butoxycarbonylamino)ethoxy]ethoxy]ethoxy]ethoxy]ethoxy]ethoxy]ethoxy]benzoic acid